tert-butyl (S)-4-(5-cyano-2-nitrophenyl)-3-methylpiperazine-1-carboxylate C(#N)C=1C=CC(=C(C1)N1[C@H](CN(CC1)C(=O)OC(C)(C)C)C)[N+](=O)[O-]